(S)-2-amino-3,3-dicyclopropyl-N-(5-((dimethylamino)methyl)-2-fluoro-4-((S)-1-oxo-1-((2,2,2-trifluoroethyl)amino)propan-2-yl)phenyl)propenamide NC(C(=O)NC1=C(C=C(C(=C1)CN(C)C)[C@@H](C(NCC(F)(F)F)=O)C)F)=C(C1CC1)C1CC1